2-((2S,4S)-1-acryloyl-4-(8-chloro-4-(3-(dimethylamino)azetidin-1-yl)-6-fluoro-7-(3-hydroxynaphthalen-1-yl)-1H-imidazo[4,5-c]quinolin-1-yl)piperidin-2-yl)acetonitrile C(C=C)(=O)N1[C@@H](C[C@H](CC1)N1C=NC=2C(=NC=3C(=C(C(=CC3C21)Cl)C2=CC(=CC1=CC=CC=C21)O)F)N2CC(C2)N(C)C)CC#N